C1=C(C=CC2=CC=CC=C12)C(=O)N1CC1 1-(2-naphthylcarbonyl)aziridine